1-ethyl-2-propyl cis-3,6-dimethylcyclohex-4-ene-1,2-dicarboxylate CC1C(C(C(C=C1)C)C(=O)OC(CCC)C)C(=O)[O-]